benzyl (3S,3aS,6aR)-2-[(2S)-2-amino-3,3-dimethyl-butanoyl]-3,3a,4,5,6,6a-hexahydro-1H-cyclopenta[c]pyrrole-3-carboxylate N[C@H](C(=O)N1C[C@H]2[C@@H]([C@H]1C(=O)OCC1=CC=CC=C1)CCC2)C(C)(C)C